1-Benzyloxy-carbonyl-5,5-dimethyl-piperidine-3-carboxylic acid C(C1=CC=CC=C1)OC(=O)N1CC(CC(C1)(C)C)C(=O)O